CC1=CC(=CC(=N1)N1[C@@H](CCC1=O)C(=O)O)C(F)(F)F (S)-1-(6-methyl-4-(trifluoromethyl)pyridin-2-yl)-5-oxopyrrolidine-2-carboxylic acid